FC1=CC=C(C=C1)N1N=CC2=CC(=C(C=C12)C)C1(CN(CC1)C(=O)OC(C)(C)C)CB1OC(C(O1)(C)C)(C)C tert-butyl 3-(1-(4-fluorophenyl)-6-methyl-1H-indazol-5-yl)-3-((4,4,5,5-tetramethyl-1,3,2-dioxaborolan-2-yl)methyl)pyrrolidine-1-carboxylate